CS(=O)(=O)CCN1C=NC(=C1)[Sn](CCCC)(CCCC)CCCC 1-(2-(methylsulfonyl)ethyl)-4-(tributylstannyl)-1H-imidazole